Cl.C(#N)C1=CC=C(S1)CNC([C@H](C)NC(=O)[C@@H]1NCC[C@@H](C1)C1=CC=CC=C1)=O (2R,4S)-N-((S)-1-(((5-cyanothiophen-2-yl)methyl)amino)-1-oxoprop-2-yl)-4-phenylpiperidine-2-carboxamide hydrochloride